[Cl-].[Cl-].C1(C=CC=C1)[Zr+2]C=1C(C2=CC(=CC=C2C1)C)C cyclopentadienyl-(1,6-dimethylindenyl)zirconium dichloride